4-(2-(2-Chlorophenyl)-4,4-dimethylpyrrolidin-1-yl)-N-((R,E)-4-(methylsulfonyl)but-3-en-2-yl)benzamide ClC1=C(C=CC=C1)C1N(CC(C1)(C)C)C1=CC=C(C(=O)N[C@H](C)\C=C\S(=O)(=O)C)C=C1